3-[5-(4-azidomethylpicolyl-amino)-(S)-1-(tert-butyloxycarbonyl)pentyl]Urea N(=[N+]=[N-])CC1=CC(=NC=C1)CNCCCC[C@@H](C(=O)OC(C)(C)C)NC(N)=O